2,6-bis(3,6-diphenyl-9H-carbazol-9-yl)-4-(2,2'',6,6''-tetraphenyl-[4,2':6',4''-terpyridin]-4'-yl)benzonitrile C1(=CC=CC=C1)C=1C=CC=2N(C3=CC=C(C=C3C2C1)C1=CC=CC=C1)C1=C(C#N)C(=CC(=C1)C1=CC(=NC(=C1)C1=CC(=NC(=C1)C1=CC=CC=C1)C1=CC=CC=C1)C1=CC(=NC(=C1)C1=CC=CC=C1)C1=CC=CC=C1)N1C2=CC=C(C=C2C=2C=C(C=CC12)C1=CC=CC=C1)C1=CC=CC=C1